N-[3-(3-bromo-2-methyl-phenyl)-2-methyl-phenyl]-4-hydroxy-4,5,6,7-tetrahydropyrazolo[1,5-a]pyridine-2-carboxamide BrC=1C(=C(C=CC1)C=1C(=C(C=CC1)NC(=O)C1=NN2C(C(CCC2)O)=C1)C)C